C(C)(C)(C)OC(=O)N1CCN(CC1)C1=CC(=C(C=C1)C(=O)OC)C=O 4-(3-formyl-4-(methoxycarbonyl)phenyl)piperazine-1-carboxylic acid tert-butyl ester